ClC=1C=CN2N=C(N=C(C21)OC)N[C@H]2C(CN(CC2)C(=O)OC(C)(C)C)(F)F tert-butyl (R)-4-((5-chloro-4-methoxypyrrolo[2,1-f][1,2,4]triazin-2-yl)amino)-3,3-difluoropiperidine-1-carboxylate